2-(propan-2-ylidene)malononitrile CC(C)=C(C#N)C#N